2-(4'-methoxynaphthyl)-4,6-bis(trichloromethyl)-s-triazine COC1=CC=C(C2=CC=CC=C12)C1=NC(=NC(=N1)C(Cl)(Cl)Cl)C(Cl)(Cl)Cl